thiazolinyl-dithio-propane sodium [Na].S1C(=NCC1)SSCCC